N(=[N+]=[N-])[C@H]1CN(C[C@@H]1OC)C(=O)OCC1=CC=CC=C1 Benzyl (3S,4S)-3-azido-4-methoxypyrrolidine-1-carboxylate